CS(=O)(=O)C=1C=C(C(=O)/N=C/2\NCCC(N2)=O)C=CC1NC1=CC(=CC=C1)C(NC1(CC1)C)=O 3-methanesulfonyl-4-({3-[(1-methylcyclopropyl)carbamoyl]phenyl}amino)-N-[(2E)-4-oxo-1,3-diazinan-2-ylidene]benzamide